CN(C1=CC=C(C=C1)\C=C\C(=O)C1=CC=C(C=C1)NC1=NC(=NC(=N1)NC1CCCC1)NCC1CCCCC1)CCO 4-[Methyl(2-hydroxyethyl)amino]-4'-[[4-(cyclopentylamino)-6-[(cyclohexylmethyl)amino]-1,3,5-triazine-2-yl]amino]chalcone